4-ethyl-1,3-dioxol-2-one C(C)C=1OC(OC1)=O